6-fluoro-3-(2-fluoro-5-methylphenyl)-3,4-dihydroquinazolin FC=1C=C2CN(C=NC2=CC1)C1=C(C=CC(=C1)C)F